1-(chlorooxidanyl)-N-methylmethanamide ClOC(=O)NC